8-(4-chloro-2-cyanophenyl)-9-(4-((1-(3-fluoropropyl)azetidin-3-yl)methyl)phenyl)-6,7-dihydro-5H-benzo[7]annulene-3-carboxylic acid hydrochloride Cl.ClC1=CC(=C(C=C1)C=1CCCC2=C(C1C1=CC=C(C=C1)CC1CN(C1)CCCF)C=CC(=C2)C(=O)O)C#N